ClC=1N(N=C2C(N(CCC21)[C@@H](C(F)F)C)=O)CC2=C(C=CC=C2F)F (R)-3-chloro-2-(2,6-difluorobenzyl)-6-(1,1-difluoroprop-2-yl)-2,4,5,6-tetrahydro-7H-pyrazolo[3,4-c]pyridin-7-one